3-(5-chloro-6-(2H-1,2,3-triazol-2-yl)pyridin-3-yl)urea ClC=1C=C(C=NC1N1N=CC=N1)NC(N)=O